FC=1C=C(C=CC1)NC(NC=1C=C(CNC2=C(C(=O)N)C=CC=C2)C=CC1)=O 2-(3-(3-(3-fluorophenyl)ureido)benzylamino)benzamide